C(#N)C1=CC=C(COC2=CC=CC(=N2)N2C[C@@H](N(CC2)CC2=NC3=C(N2CCOC)C=C(C=C3)C(=O)O)C)C=C1 2-{[(2S)-4-{6-[(4-cyanobenzyl)oxy]pyridin-2-yl}-2-methylpiperazin-1-yl]methyl}-1-(2-methoxyethyl)-1H-benzimidazole-6-carboxylic acid